S1C(=NC2=C1C=CC=C2)[C@H]2N(CCC1=C2N=CN1)C(=O)C1=C(N=C(O1)C(C)(C)O)C#N (S)-5-(4-(benzo[d]thiazol-2-yl)-4,5,6,7-tetrahydro-1H-imidazo[4,5-c]pyridine-5-carbonyl)-2-(2-hydroxypropan-2-yl)oxazole-4-carbonitrile